(E)-3-(5-methylthiazol-2-yl)acrolein CC1=CN=C(S1)/C=C/C=O